C(C)(C)(C)OC(=O)N1C[C@@H]([C@@H](CC1)N1C2=NC(=NC=C2NC1=O)Cl)F (3S,4R)-4-(2-chloro-8-oxo-7,8-dihydro-9H-purin-9-yl)-3-fluoropiperidine-1-carboxylic acid tert-butyl ester